C(C)(C)(C)OC(=O)C1=CC=C2CCN(CC2=C1)C(CC1=CC=C(C=C1)OCCN1CCOCC1)=O 2-[2-[4-(2-morpholinoethoxy)phenyl]acetyl]-3,4-dihydro-1H-isoquinoline-7-carboxylic acid tert-butyl ester